FC=1C=C2CC(CC2=CC1F)NC1=NC=CC(=N1)C N-(5,6-difluoro-2,3-dihydro-1H-inden-2-yl)-4-methylpyrimidin-2-amine